bis(2-pyrrolidinylethyl)ether N1(CCCC1)CCOCCN1CCCC1